COC1=CC=C(C=C1)C1=CC=2NC(=CC2O1)C(=O)OCC ethyl 2-(4-methoxyphenyl)-4H-furo[3,2-b]pyrrole-5-carboxylate